(S)-N-(Cyclopropyl(1-((2-(trimethylsilyl)ethoxy)methyl)-1H-benzo[d]imidazol-5-yl)methyl)-2-methylpropane-2-sulfinamide C1(CC1)C(N[S@@](=O)C(C)(C)C)C1=CC2=C(N(C=N2)COCC[Si](C)(C)C)C=C1